CNC(=O)C1=CC2=C(N=C(N=C2N2CCOCC2)N/N=C/C=2C=C(C=CC2)C)O1 N-methyl-4-morpholino-2-[(2E)-2-(m-tolylmethylene)hydrazino]furo[2,3-d]pyrimidine-6-carboxamide